C(C)N[C@H](C)C1=NC=C(C(=C1)C1=CC=2N(C(=N1)SC)N=CC2)OC (R)-N-ethyl-1-(5-methoxy-4-(7-(methylthio)pyrazolo[1,5-C]pyrimidin-5-yl)pyridin-2-yl)ethan-1-amine